FC1=C(C(=CC=C1)OC)C=1C(=C2C(=NC(=NN2C1)C=1N(C=CN1)C)NC1=NC=CC(=C1)OC)C1=CC=CC=C1 (2-fluoro-6-methoxyphenyl)-N-(4-methoxypyridin-2-yl)-2-(1-methyl-1H-imidazol-2-yl)-5-phenylpyrrolo[2,1-f][1,2,4]triazin-4-amine